{1-piperidin-4-yl-3-[4-(7-{[2-(trimethylsilyl)ethoxy]methyl}-7H-pyrrolo[2,3-d]pyrimidin-4-yl)-1H-pyrazol-1-yl]azetidin-3-yl}acetonitrile trihydrochloride Cl.Cl.Cl.N1CCC(CC1)N1CC(C1)(N1N=CC(=C1)C=1C2=C(N=CN1)N(C=C2)COCC[Si](C)(C)C)CC#N